(R)-2,3-diaminopropionic acid N[C@@H](C(=O)O)CN